CNC=1N=C(C2=C(N1)C=NC(=C2)N2CCCC2)N[C@H](C)C2=CC(=CC(=C2)C(F)(F)F)[N+](=O)[O-] (R)-N2-methyl-N4-(1-(3-nitro-5-(trifluoromethyl)phenyl)ethyl)-6-(pyrrolidin-1-yl)pyrido[3,4-d]pyrimidine-2,4-diamine